ClC1=C(C=CC=2N(C(CN=C(C21)C2=C(C=CC(=C2)O)F)=O)C)Cl 6,7-dichloro-5-(2-fluoro-5-hydroxyphenyl)-1-methyl-1,3-dihydro-2H-benzo[e][1,4]diazepine-2-One